COC(=O)C=1C2C(C(N(C1)CCC)=O)C(=CC2)CNC(COC2=C(C=CC(=C2)OC)C(C)=O)=O 7-((2-(2-acetyl-5-methoxyphenoxy)acetamido)methyl)-1-oxo-2-propyl-2,4a,5,7a-tetrahydro-1H-cyclopenta[c]pyridine-4-carboxylic acid methyl ester